C(C)(=O)OC1=CC(=CC=C1)CN1C[C@H](CC1)NC(=O)C1=CN=C2N1N=C(C=C2)N2[C@H](C[C@@H](C2)F)C2=CC(=CC(=C2)SC)F 3-{[(3S)-3-{6-[(2R,4S)-4-fluoro-2-[3-fluoro-5-(methylsulfanyl)phenyl]pyrrolidin-1-yl]imidazo[1,2-b]pyridazine-3-amido}pyrrolidin-1-yl]methyl}phenyl acetate